3-benzyloxybenzaldehyde C(C1=CC=CC=C1)OC=1C=C(C=O)C=CC1